N1(N=CC=C1)CC1=C(C=C(C(=O)N[S@](=O)(=N)C2=C(C=CC=C2OC)OC)C=C1)OC (R)-4-((1H-pyrazol-1-yl)methyl)-N-(2,6-dimethoxyphenylsulfonimidoyl)-3-methoxybenzamide